4-(4-amino-3-chlorophenoxy)-7-methoxyquinoline-6-carboxylic acid methyl ester COC(=O)C=1C=C2C(=CC=NC2=CC1OC)OC1=CC(=C(C=C1)N)Cl